((2-(Methylsulfonyl)ethoxy)methyl)tetrahydro-2H-pyran-3-amine hydrochloride Cl.CS(=O)(=O)CCOCC1OCCCC1N